Methyl 7-cyclopropylpyrazolo[1,5-a]pyrimidine-3-carboxylate C1(CC1)C1=CC=NC=2N1N=CC2C(=O)OC